C1(CC1)N1N=CC(=C1)C=1C=C(C=CC1)N(S(=O)(=O)C1CCCCC1)CC1=CC=C(C=C1)C1=CC(=C(C=C1)OC)C N-(3-(1-cyclopropyl-1H-pyrazol-4-yl)phenyl)-N-((4'-methoxy-3'-methyl-[1,1'-biphenyl]-4-yl)methyl)cyclohexanesulfonamide